C(C)(=O)[O-].C[NH+](C)C TRIMETHYLAMMONIUM ACETATE